(S,Z)-(1-(2-Chloro-6-(2-(5-(3,3-difluoropyrrolidin-1-yl)-1,2,4-triazin-3-yl)-2-fluorovinyl)-3-(4-fluoro-2-methoxyphenoxy)phenyl)piperidin-3-yl)methanamine ClC1=C(C(=CC=C1OC1=C(C=C(C=C1)F)OC)\C=C(/F)\C=1N=NC=C(N1)N1CC(CC1)(F)F)N1C[C@@H](CCC1)CN